3-isobutyl-2,4-pentanedione C(C(C)C)C(C(C)=O)C(C)=O